1-(2,3-dimethoxy-4-nitrophenyl)ethanone COC1=C(C=CC(=C1OC)[N+](=O)[O-])C(C)=O